BrCCOC=1C=C(C=O)C=C(C1)OCCBr 3,5-Bis(2-bromoethoxy)benzaldehyde